ClC=1C=CC(=C(C1)C1=CC(N(C=C1OC)[C@H](C(=O)NC1=CC(=C(C(=O)N)C=C1)F)CCC)=O)N1N=NC(=C1)C(F)(F)F 4-({(2S)-2-[4-{5-chloro-2-[4-(trifluoromethyl)-1H-1,2,3-triazol-1-yl]phenyl}-5-methoxy-2-oxopyridin-1(2H)-yl]pentanoyl}amino)-2-fluorobenzamide